5,7-DIFLUORO-2-(4-FLUOROPHENYL)-1H-INDOLE-3-CARBOXALDEHYDE FC=1C=C2C(=C(NC2=C(C1)F)C1=CC=C(C=C1)F)C=O